[Co].[Ru] Ruthenium-cobalt